iodobenzenediacetic acid (iodosobenzenediacetate) I(=O)C1=C(C(=CC=C1)CC(=O)O)CC(=O)O.IC1=C(C(=CC=C1)CC(=O)O)CC(=O)O